5-[rac-(5S)-5-methyl-1-(p-tolylsulfonyl)-2-piperidyl]-2-[1-(trideuteriomethyl)-4-piperidyl]-1,3-benzothiazole C[C@H]1CCC(N(C1)S(=O)(=O)C1=CC=C(C=C1)C)C=1C=CC2=C(N=C(S2)C2CCN(CC2)C([2H])([2H])[2H])C1 |r|